C(#C)C#C ethynyl-(ethyne)